CNC1=NC(=NC(=C1)C)NC=1C=C(C2=C(CCO2)C1)OCCCN1CCCC1 N4,6-dimethyl-N2-[7-(3-pyrrolidin-1-ylpropoxy)-2,3-dihydrobenzofuran-5-yl]pyrimidine-2,4-diamine